cyclopropyl-[(5S,7S)-5-(3-chloro-2-pyridyl)-7-fluoro-6,7-dihydro-5H-pyrrolo[1,2-b][1,2,4]triazol-2-yl]methanone C1(CC1)C(=O)C=1N=C2N(N1)[C@@H](C[C@@H]2F)C2=NC=CC=C2Cl